[Br-].C1(CCCC1)[C@@](C(=O)OC1C[N+](CC1)(C)CC(=O)OCC)(O)C1=CC=CC=C1 (2R,1'S,3'S)-3-(2-cyclopentyl-2-phenyl-2-hydroxyacetoxy)-1-(ethoxycarbonylmethyl)-1-methylpyrrolidinium bromide